[Ti].[Ti] titanium, titanium salt